C([C@@H]1[C@H]([C@@H]([C@H](O1)OC[C@@H]2[C@H]([C@@H]([C@H](O2)OC[C@@H]3[C@H]([C@@H]([C@H](O3)OC[C@@H]4[C@H]([C@@H]([C@H](O4)OC[C@@H]5[C@H]([C@@H]([C@H](O5)O[C@H]6[C@H]([C@@H]([C@H](O[C@@H]6OC[C@@H]7[C@H]([C@@H]([C@@H]([C@H](O7)OC[C@@H]8[C@H]([C@@H]([C@@H](C(O8)O)O)O)O)O[C@@H]9[C@H]([C@H]([C@@H]([C@H](O9)CO)O)O)O)O)O)CO)O)O)O)O)O)O)O)O)O)O)O)O)O The molecule is a branched nonasaccharide consisting of a chain of five D-arabinofuranose and three D-mannopyranose residues linked sequentially alpha(1->5), alpha(1->5), alpha(1->5), alpha(1->5), alpha(1->2), alpha(1->6) and alpha(1->6), with a further D-mannopyranose residue linked alpha(1->2) to the mannose residue proximal to the reducing-end mannose.